4,5-diformylaminoimidazole C(=O)NC=1N=CNC1NC=O